N4-(5-chloro-4-(7-fluoro-1H-indol-3-yl)pyrimidin-2-yl)-N1-(2-(dimethylamino)ethyl)-N1-methyl-2-nitrobenzene-1,4-diamine ClC=1C(=NC(=NC1)NC1=CC(=C(C=C1)N(C)CCN(C)C)[N+](=O)[O-])C1=CNC2=C(C=CC=C12)F